ClC=1C=C(C=C(C1)C(F)(F)F)C=1N=NN(C1)CCCCCCCCCCCCCC(=O)O 14-(4-(3-chloro-5-(trifluoromethyl)phenyl)-1H-1,2,3-triazol-1-yl)tetradecanoic acid